NCC1(CN(C1)C1=NC(=NC2=CC=C(C=C12)C)N1CCS(C2=C(C1)C=CC=C2)=NC2CC2)O 4-(4-(3-(aminomethyl)-3-hydroxyazetidin-1-yl)-6-methylquinazolin-2-yl)-1-(cyclopropylimino)-2,3,4,5-tetrahydro-benzo[f][1,4]thiazepine